ClC1=C(C(=C(C=C1OC)OC)Cl)C=1C=2N(C3=CC(=NC=C3C1)C=1C(=CC(=C(C1)NC(C=C)=O)N1CCN(C3(CC3)C1)C)OC)C=CN2 N-(5-(4-(2,6-dichloro-3,5-dimethoxyphenyl)imidazo[1,2-a][1,6]naphthyridin-8-yl)-4-methoxy-2-(4-methyl-4,7-diazaspiro[2.5]octan-7-yl)phenyl)acrylamide